4-(4-chloro-3-trifluoromethylphenyl)piperazine ClC1=C(C=C(C=C1)N1CCNCC1)C(F)(F)F